BrC=1C=C(NC2(CCC3(C(CC4=CC=CC=C34)C3=CC(=CC=C3)C)CC2)C(=O)O)C=CC1 4-(3-bromoanilino)-2'-(3-methylphenyl)-2',3'-dihydrospiro[cyclohexane-1,1'-indene]-4-carboxylic acid